O1C(CCCC1)N1N=C(C=C1)C(=O)O.ClC=1C=C(C(=O)NC2=NC=C(C=C2)C2(CCC2)C2=NC3=C(N2)C(=CC=C3)C)C=CC1 3-chloro-N-{5-[1-(7-methyl-1H-benzimidazol-2-yl)cyclobutyl]pyridin-2-yl}benzamide 1-(oxan-2-yl)pyrazole-3-carboxylate